ClC1=C2C=CC(=NC2=CC(=C1)Cl)CNC1=CC=C(OC(C(=O)[O-])C)C=C1 2-(4-(((5,7-dichloroquinolin-2-yl)methyl)amino)phenoxy)propanoate